3-amino-N-[2-[2-[[2-[4-[2-fluoro-5-[(4-oxo-3H-phthalazin-1-yl)methyl]benzoyl]piperazin-1-yl]-2-oxo-ethyl]amino]ethoxy]ethyl]-5-[3-(oxetan-3-yl)phenyl]pyridine-2-carboxamide NC=1C(=NC=C(C1)C1=CC(=CC=C1)C1COC1)C(=O)NCCOCCNCC(=O)N1CCN(CC1)C(C1=C(C=CC(=C1)CC1=NNC(C2=CC=CC=C12)=O)F)=O